furostane CC(C)CCC1O[C@H]2C[C@H]3[C@@H]4CCC5CCCC[C@]5(C)[C@H]4CC[C@]3(C)[C@H]2[C@@H]1C